3-N-octyl-7,7,9,9-tetramethyl-1,3,8-triazaspiro[4.5]decane-2,4-dione C(CCCCCCC)N1C(NC2(C1=O)CC(NC(C2)(C)C)(C)C)=O